1,4-bis-(4-aminophenyl)piperazine NC1=CC=C(C=C1)N1CCN(CC1)C1=CC=C(C=C1)N